(1R,2R,5S)-3-(((3S)-1-((3-cyano-1-azetidinyl)sulfonyl)-3-piperidinyl)carbonyl)-N-(4-(trifluoromethyl)benzyl)-3-azabicyclo[3.1.0]hexane-2-carboxamide C(#N)C1CN(C1)S(=O)(=O)N1C[C@H](CCC1)C(=O)N1[C@H]([C@@H]2C[C@@H]2C1)C(=O)NCC1=CC=C(C=C1)C(F)(F)F